C(=O)(C(=C)C)NCC(=O)O methacryl-glycine